(1S,3R)-N-(7-chloro-6-(1-(oxetan-3-yl)piperidin-4-yl)isoquinolin-3-yl)-2,2-difluoro-3-methylcyclopropane-1-carboxamide ClC1=C(C=C2C=C(N=CC2=C1)NC(=O)[C@H]1C([C@@H]1C)(F)F)C1CCN(CC1)C1COC1